O(C)C(C(=O)OC(C(C)(OC)OC)=O)(C)OC 2,2-di(methoxyl)propionic anhydride